3-hydroxy-2-(1-{4-[methyl-(7H-pyrrolo[2,3-d]pyrimidin-4-yl)-amino]-iminophenyl}-ethyl)-2-butenenitrile OC(=C(C#N)C(C)C1C(C=C(C=C1)N(C=1C2=C(N=CN1)NC=C2)C)=N)C